4-(N-(4-chloro-2-((2-chloro-4-(trifluoromethyl)phenyl)carbamoyl)phenyl)sulfamoyl)piperazine-1-carboxylic acid tert-butyl ester C(C)(C)(C)OC(=O)N1CCN(CC1)S(NC1=C(C=C(C=C1)Cl)C(NC1=C(C=C(C=C1)C(F)(F)F)Cl)=O)(=O)=O